7-(benzylthio)-4-(cyclopropanecarbonyl)isoquinolin-1(2H)-one C(C1=CC=CC=C1)SC1=CC=C2C(=CNC(C2=C1)=O)C(=O)C1CC1